C(#N)C=1N=C(N(C1)COCC[Si](C)(C)C)C(=O)NC=1C(=NC(=CC1)C1CC(OC(C1)(C)C)(C)CO)C1=CCC(CC1)(C)C 4-cyano-N-[2-(4,4-dimethylcyclohexen-1-yl)-6-[2-(hydroxymethyl)-2,6,6-trimethyl-tetrahydropyran-4-yl]-3-pyridyl]-1-(2-trimethylsilylethoxymethyl)imidazole-2-carboxamide